CC/C=C\\C[C@@H](/C=C/C=C\\C=CC=C[C@@H]([C@@H](C/C=C\\CCC(=O)[O-])O)SC[C@@H](C(=O)[O-])[NH3+])O The molecule is a docosanoid anion obtained by deprotonation of the two carboxy groups and protonation of the alpha-amino group of (8S)-cystein-S-yl-(7R,17S)-dihydroxy-(4Z,9,11,13Z,15E,19Z)-docosahexaenoic acid; major species at pH 7.3. It is a dicarboxylic acid monoanion and a docosanoid anion. It is a conjugate base of an (8S)-cystein-S-yl-(7R,17S)-dihydroxy-(4Z,9,11,13Z,15E,19Z)-docosahexaenoic acid.